FC1=CC2=C(N(CN=C2N2[C@H](CN(CC2)C(C=C)=O)C)C2=C(C=CC=C2C(C)C)C)N=C1 6-fluoro-1-(2-methyl-6-(2-propanyl)phenyl)-4-((2S)-2-methyl-4-(2-Propenoyl)-1-piperazinyl)pyrido[2,3-d]pyrimidin